Bismuth nitrate [N+](=O)([O-])[O-].[Bi+3].[N+](=O)([O-])[O-].[N+](=O)([O-])[O-]